7-butyl-5-[(3-carboxyphenyl)methyl]-5h,6h,7h,8h,9h,10h-cyclohepta[b]indole-4-carboxylic acid C(CCC)C1CCCC2=C(N(C3=C(C=CC=C23)C(=O)O)CC2=CC(=CC=C2)C(=O)O)C1